BrC1=NSC(=N1)C=1C(=C(N)C=CC1)OC 3-(3-Bromo-1,2,4-thiadiazol-5-yl)-2-methoxyaniline